6-(2-Aminoethoxy)benzo[d]thiazol-2-carbonitril NCCOC1=CC2=C(N=C(S2)C#N)C=C1